5-(tert-butyl) 3-ethyl (R)-2-(2-((tert-butoxycarbonyl)(pyridin-2-ylmethyl)amino)ethyl)-6-methyl-2,4,6,7-tetrahydro-5H-pyrazolo[4,3-c]pyridine-3,5-dicarboxylate C(C)(C)(C)OC(=O)N(CCN1N=C2C(CN([C@@H](C2)C)C(=O)OC(C)(C)C)=C1C(=O)OCC)CC1=NC=CC=C1